(3-fluoro-4-((1-isopropyl-2-keto-2,3-dihydro-1H-imidazo[4,5-b]pyridin-7-yl)oxy)phenyl)-1-(5-methylpyrimidin-2-yl)-5-(trifluoromethyl)-1H-pyrazole-4-carboxamide FC=1C=C(C=CC1OC1=C2C(=NC=C1)NC(N2C(C)C)=O)C2=NN(C(=C2C(=O)N)C(F)(F)F)C2=NC=C(C=N2)C